CC1=C2CN(C(C2=CC=C1NC1=CC=NC=C1)=O)C1=CC(=CC=C1)NC1=CC=NC=C1 4-methyl-5-(pyridin-4-ylamino)-2-(3-(pyridin-4-ylamino)phenyl)isoindolin-1-one